C(#N)C1=NC2=CC(=CC(=C2N=C1N1C(CN(CC1)C1=C(C=CC=C1)C#N)C)[C@@H](C)NC1=C(C(=O)O)C=CC=C1)C 2-(((1R)-1-(2-cyano-3-(4-(2-cyanophenyl)-2-methylpiperazin-1-yl)-7-methylquinoxalin-5-yl)ethyl)amino)benzoic acid